di(n-heptyl) isophthalate C(C1=CC(C(=O)OCCCCCCC)=CC=C1)(=O)OCCCCCCC